1-pentadecanoyl-2-(4Z,7Z,10Z,13Z,16Z,19Z-docosahexaenoyl)-glycero-3-phosphoserine CCCCCCCCCCCCCCC(=O)OC[C@H](COP(=O)(O)OC[C@@H](C(=O)O)N)OC(=O)CC/C=C\C/C=C\C/C=C\C/C=C\C/C=C\C/C=C\CC